FC(C(=O)O)(F)F.CN1C(N(C2=C1C=C(C=C2)N2C[C@@H](CC2)C2CCNCC2)C2C(NC(CC2)=O)=O)=O 3-{3-Methyl-2-oxo-5-[(3S)-3-(piperidin-4-yl)pyrrolidin-1-yl]-1,3-benzodiazol-1-yl}piperidine-2,6-dione trifluoroacetate